FC1(CC(C1)N1N=CC=2C1=NC(=CN2)N)F 1-(3,3-difluorocyclobutyl)-1H-pyrazolo[3,4-b]pyrazin-6-amine